N-[[2-[(cyclopentylmethylamino)methyl]-1H-indol-6-yl]methyl]-4-oxo-pyrido[1,2-a]pyrimidine-2-carboxamide C1(CCCC1)CNCC=1NC2=CC(=CC=C2C1)CNC(=O)C=1N=C2N(C(C1)=O)C=CC=C2